The molecule is a metabolite of thioguanine, a drug used in cancer chemotherapy. It has a role as a human xenobiotic metabolite. It is a member of 2-aminopurines and a thiopurine. It derives from a tioguanine. CSC1=NC(=NC2=C1NC=N2)N